CP(=O)(C)/C=C/C(=O)OC(C)(C)C Tert-butyl (E)-3-(dimethylphosphoryl)acrylate